FC1=C(C(=O)N([C@H]2CNCCC2)C2=NC=CC3=C(C=CC(=C23)C)F)C=CC(=C1)NC1=NC=CC=N1 (R)-2-fluoro-N-(5-fluoro-8-methylisoquinolin-1-yl)-N-(piperidin-3-yl)-4-(pyrimidin-2-ylamino)benzamide